methyl 5,6-dichloro-2-((4-fluoro-2-methylphenyl)amino)-nicotinate ClC=1C(=NC(=C(C(=O)OC)C1)NC1=C(C=C(C=C1)F)C)Cl